Cl.N[C@H](CC1CCC(CC1)O)CO (R)-4-(2-amino-3-hydroxypropyl)cyclohexanol hydrochloride